(R)-2-methoxypropan-1-amine CO[C@@H](CN)C